FC=1C(=C(C=C(C1)F)C=1C=C2C(=NN1)NCC1(N2CCN(C1)C(=O)N1[C@@H](CNC[C@@H]1C)C)CC)O (2-(3,5-difluoro-2-hydroxy-phenyl)-6a-ethyl-5,6,6a,7,9,10-hexahydro-8H-pyrazino-[1',2':4,5]pyrazino[2,3-c]pyridazin-8-yl)((2R,6S)-2,6-dimethylpiperazin-1-yl)methanone